Tert-Butyl 4-(3-methyl-2,6-dioxo-1,2,3,6-tetrahydropyrimidin-4-yl)piperazine-1-carboxylate CN1C(NC(C=C1N1CCN(CC1)C(=O)OC(C)(C)C)=O)=O